tert-butyl (E)-3-(2-((tert-butyldimethylsilyl)oxy)ethylidene)-2-oxopyrrolidine-1-carboxylate [Si](C)(C)(C(C)(C)C)OC\C=C/1\C(N(CC1)C(=O)OC(C)(C)C)=O